FC(C1=NNC=C1C=1C=C2CN(CC2=CC1)C(=O)[C@H]1N(CCC1)C#N)(F)F (S)-2-(5-(3-(trifluoromethyl)-1H-pyrazol-4-yl)isoindoline-2-carbonyl)pyrrolidine-1-carbonitrile